4-(((5-(3-chloro-4-fluorophenyl)-1,3,4-thiadiazol-2-yl)methyl)thio)-2-methylphenol ClC=1C=C(C=CC1F)C1=NN=C(S1)CSC1=CC(=C(C=C1)O)C